(R)-6-chloro-3-((1-(2-cyano-3-(4-(8-cyanoisoquinolin-5-yl)piperazin-1-yl)-7-methylquinoxalin-5-yl)ethyl)amino)picolinic acid ClC1=CC=C(C(=N1)C(=O)O)N[C@H](C)C1=C2N=C(C(=NC2=CC(=C1)C)C#N)N1CCN(CC1)C1=C2C=CN=CC2=C(C=C1)C#N